OC1=CC=C(C=C1)N1CC=2C(=NC=CC2C1=O)C1=C(C=CC=C1)OCC(F)(F)F 2-(4-hydroxyphenyl)-4-[2-(2,2,2-trifluoroethoxy)phenyl]-2,3-dihydro-1H-pyrrolo[3,4-c]pyridin-1-one